ClC1=CC(=C(C=C1)COC1=NN(C=C1)C1=CC(=C(C=C1C)CC(=O)O)F)F 2-[4-[3-[(4-chloro-2-fluoro-phenyl)methoxy]pyrazol-1-yl]-2-fluoro-5-methyl-phenyl]acetic acid